FC=1C=2C3=C(C(NC3=CC1)=O)C=C(C2)CN2C[C@H](CC2)O 6-Fluoro-4-[[(3S)-3-hydroxypyrrolidin-1-yl]methyl]-benzo[cd]indol-2(1H)-one